FC1=CC=C(C=C1)C=1CC(C=CC1)(\C=C\C(=O)C1=CC=CC=C1)C1=CC=C(C=C1)OC1=NC2=CC=CC=C2N=C1 3-(4-fluorophenyl)-1-(4-(quinoxalin-2-yloxy)phenyl)chalcone